NC1=NC=CC=C1C1=NC=2C(=NC(=CC2)C2=CC=CC=C2)N1C1=CC=C(CN2CCC3(CCN(CC3)C(=O)C=3C=CC(=C(C=O)C3)O)CC2)C=C1 5-(9-(4-(2-(2-aminopyridin-3-yl)-5-phenyl-3H-imidazo[4,5-b]pyridin-3-yl)benzyl)-3,9-diazaspiro[5.5]undecane-3-carbonyl)-2-hydroxybenzaldehyde